CN1N(C(C=C1NC(=O)OC(C)C1=CC=CC=C1)=O)C 1,2-dimethyl-3-oxo-5-(1-phenylethoxycarbonylamino)pyrazol